dihydro-2H-1,4-benzoxazin-6-amine O1CCNC2=C1C=CC(=C2)N